(3-ureidopropyl)tri-methoxysilane N(C(=O)N)CCC[Si](OC)(OC)OC